C1(CCCCC1)[C@H]1N(S(C2=C(N(C1)C1=CC=CC=C1)C=C(C(=C2)C=2C=C(C(=C(C(=O)O)C2)F)F)C2CC2)(=O)=O)C (R)-5-(3-cyclohexyl-7-cyclopropyl-2-methyl-1,1-dioxido-5-phenyl-2,3,4,5-tetrahydrobenzo[f][1,2,5]thiadiazepin-8-yl)-2,3-difluorobenzoic acid